Benzyl 4-((2S,3R)-2-(3-hydroxypropyl)azetidin-3-yl)piperazine-1-carboxylate OCCC[C@@H]1NC[C@H]1N1CCN(CC1)C(=O)OCC1=CC=CC=C1